4-(2-fluoroethoxy)-3-(methoxycarbonyl)benzoic acid FCCOC1=C(C=C(C(=O)O)C=C1)C(=O)OC